trans-2-methylazetidine-3-carbonitrile C[C@@H]1NC[C@H]1C#N